N-[(1R)-1-phenylethyl]-6-[3-(4H-1,2,4-triazol-3-yl)phenyl]quinazolin-4-amine C1(=CC=CC=C1)[C@@H](C)NC1=NC=NC2=CC=C(C=C12)C1=CC(=CC=C1)C1=NN=CN1